5-methyl-3-phenyl-2-(1H-pyrazol-3-yl)-6-(quinolin-6-yl)pyrazolo[1,5-a]pyrimidin-7(4H)-one CC=1NC=2N(C(C1C=1C=C3C=CC=NC3=CC1)=O)N=C(C2C2=CC=CC=C2)C2=NNC=C2